4-methyl-6,7-dihydrothieno[3,2-b]pyridin-5(4H)-one CN1C2=C(CCC1=O)SC=C2